2,2,2-trifluoroethyl N-[1-[6-(2,4-dioxo-1H-pyrimidin-5-yl)imidazo[1,2-b]pyridazin-8-yl]-4,4-difluoro-pyrrolidin-3-yl]carbamate O=C1NC=C(C(N1)=O)C=1C=C(C=2N(N1)C=CN2)N2CC(C(C2)(F)F)NC(OCC(F)(F)F)=O